5-(4-(((3S,4R)-3-hydroxy-4-((5-(trifluoromethyl)pyridin-2-yl)amino)piperidin-1-yl)sulfonyl)phenyl)isoindoline-2-carboxamide O[C@H]1CN(CC[C@H]1NC1=NC=C(C=C1)C(F)(F)F)S(=O)(=O)C1=CC=C(C=C1)C=1C=C2CN(CC2=CC1)C(=O)N